N-((5-(2-((2-methylquinazolin-4-yl)thio)acetyl)thiophen-2-yl)methyl)pivalamide CC1=NC2=CC=CC=C2C(=N1)SCC(=O)C1=CC=C(S1)CNC(C(C)(C)C)=O